FC=1C=C(CNS(=O)(=O)C2=CC=C(C=C2)NC(=O)NCC2=CC=NC=C2)C=CC1F N-(3,4-difluorobenzyl)-4-(3-(pyridin-4-ylmethyl)ureido)benzenesulfonamide